BrC1=C(C=C2C(=NC(N3C2=C1SCC3)=O)N3[C@@H](CN(CC3)C(=O)OC(C)(C)C)CS(=O)(=O)C)Cl tert-butyl (S)-4-(10-bromo-9-chloro-5-oxo-2,3-dihydro-5H-[1,4]thiazino[2,3,4-ij]quinazolin-7-yl)-3-((methylsulfonyl)methyl)piperazine-1-carboxylate